1-(2-methoxy-3-methyl-pyridin-4-yl)-5-trifluoromethyl-1H-pyrazole-4-carboxylic acid COC1=NC=CC(=C1C)N1N=CC(=C1C(F)(F)F)C(=O)O